C(C)(C)(C)C(=O)NN(C1CC1)CCC1=NC=C(C=C1[C@H]1N(CCC1)C1=NC=2N(C=C1)N=CC2C(=O)OCC)F ethyl (S)-5-(2-(2-(2-(2-(tert-butylcarbonyl)-1-cyclopropylhydrazino)ethyl)-5-fluoropyridin-3-yl)pyrrolidin-1-yl)pyrazolo[1,5-a]pyrimidine-3-carboxylate